1-[(cis)-4-({2-[(3RS)-2,6-dioxopiperidin-3-yl]-1,3-dioxoisoindol-4-yl}amino)cyclohexanecarbonyl]pyrrolidine-3-carboxylic acid O=C1NC(CC[C@H]1N1C(C2=CC=CC(=C2C1=O)N[C@H]1CC[C@H](CC1)C(=O)N1CC(CC1)C(=O)O)=O)=O |&1:6|